C(O)(O)=O.C(O)C(CC)(CO)CO trimethylolpropane monocarbonate